FC(C=1C=C(C=CC1)C1=NC(=NN1)C(F)(F)F)(F)F (3-trifluoromethylphenyl)-3-trifluoromethyl-1,2,4-triazole